C(C)(=O)O[C@@H](CCl)COC1=C(C=C(C=C1Cl)C(C)(C)C1=CC=C(C=C1)OC[C@@H](COC)O)Cl (R)-1-chloro-3-(2,6-dichloro-4-(2-(4-((R)-2-hydroxy-3-methoxypropoxy)phenyl)propan-2-yl)phenoxy)propan-2-yl acetate